[Sn].[Ag].[Ni].[Cu] copper-nickel-silver tin